N,N-di(tert-butoxycarbonyl)-5-bromoquinoxalin-6-amine C(C)(C)(C)OC(=O)N(C=1C(=C2N=CC=NC2=CC1)Br)C(=O)OC(C)(C)C